6-bromo-1,3-dimethyl-3,4-dihydroisoquinoline-2(1H)-carboxylic acid tert-butyl ester C(C)(C)(C)OC(=O)N1C(C2=CC=C(C=C2CC1C)Br)C